2-amino-6-chloro-4-propyl-nicotinonitrile NC1=C(C#N)C(=CC(=N1)Cl)CCC